decane-1,10-diol dimethacrylate C(C(=C)C)(=O)OCCCCCCCCCCOC(C(=C)C)=O